NC1=NC(=C(C=2N1N=C(N2)CC2=NC(=CC=C2)C(F)(F)F)C2=C(N=CO2)C)C2=C(C#N)C=CC=C2 (5-amino-8-(4-methyl-oxazol-5-yl)-2-((6-(trifluoromethyl)pyridin-2-yl)methyl)-[1,2,4]triazolo[1,5-c]pyrimidin-7-yl)benzonitrile